1-(5-(((2S,4R)-1-(((1r,3R,4S)-3,4-difluorocyclopentyl)methyl)-2-methylpiperidin-4-yl)methyl)pyrazolo[1,5-a]pyridin-3-yl)dihydropyrimidine-2,4(1H,3H)-dione F[C@@H]1CC(C[C@@H]1F)CN1[C@H](C[C@@H](CC1)CC1=CC=2N(C=C1)N=CC2N2C(NC(CC2)=O)=O)C